CC(C[C@H]1[C@@H](C[C@H]2N(CCC3=CC(=C(C=C23)OC)OCS(=O)(=O)N(C)C)C1)O)(C)C 1-{[(2R,3R,11bR)-3-(2,2-dimethylpropyl)-2-hydroxy-10-methoxy-1H,2H,3H,4H,6H,7H,11bH-pyrido[2,1-a]isoquinolin-9-yl]oxy}-N,N-dimethylmethanesulfonamide